30-nitrononacyclo[18.10.2.22,5.03,16.04,13.06,11.017,31.022,27.028,32]tetratriaconta-1(30),2,4,6,8,10,13,15,17(31),18,20(32),22,24,26,28,33-hexadecaene-12,21-dione [N+](=O)([O-])C=1C=C2C3=CC=CC=C3C(C=3C=CC=4C5=CC=C6C(C7=CC=CC=C7C7=C6C5=C(C1C4C23)C=C7)=O)=O